FC=1C=C(C=CC1OC1=CC=NC2=CC=C(C=C12)OC)NC(=O)C=1C(=NC(=C(C1O)C1=CC=C(C=C1)F)C)C N-[3-fluoro-4-(6-methoxyquinolin-4-yl)oxyphenyl]-5-(4-fluorophenyl)-4-hydroxy-2,6-dimethylpyridine-3-carboxamide